diamino-N-methylpropylamine NC(CC)(NC)N